(((2-aminoethyl)(cyclopropyl)amino)methyl)-2-fluorobenzonitrile hydrochloride Cl.NCCN(C1CC1)CC=1C(=C(C#N)C=CC1)F